C(C)OC(C(=N)NNC(CC1=C(C=CC=C1F)F)=O)=O 2-(2-(2-(2,6-difluorophenyl)acetyl)hydrazino)-2-iminoacetic acid ethyl ester